COC1=CC2=C(C=C1)C=1CNCCCC1O2 8-methoxy-2,3,4,5-tetrahydro-1H-benzofuro[3,2-c]azepine